C(C)(=O)NC=1C=C(C=CC1)C=1N=C(SC1)N(C(=O)[C@H]1N(CCC1)C#N)C (S)-N-(4-(3-acetamidophenyl)thiazol-2-yl)-1-cyano-N-methylpyrrolidine-2-carboxamide